C(C1=CC=CC=C1)(=O)SC=1C=C(C=C2C=C(C=NC12)C(NCCC=1SC=CN1)=O)C(=O)[O-] 8-(benzoylsulfanyl)-3-{[2-(1,3-thiazol-2-yl)ethyl]carbamoyl}quinoline-6-carboxylate